C(C)(C)(C)OC(NCC1CN(CC1(F)F)C1=NC=CC(=N1)NC1=NNC(=C1)C1CCCC1)=O.CN1N=CC2=CC=C(C=C12)CC(C)S(=O)(=O)N (1-methyl-1H-indazol-6-yl)propane-2-sulfonamide tert-butyl-N-[[1-[4-[(5-cyclopentyl-1H-pyrazol-3-yl)amino]pyrimidin-2-yl]-4,4-difluoro-pyrrolidin-3-yl]methyl]carbamate